CN(C1=CC=C(CNC2CN(CCC2)C=2N=NC(=CC2)C2=C(C=CC=C2)OC)C=C1)C N-(4-(dimethylamino)benzyl)-1-(6-(2-methoxyphenyl)pyridazin-3-yl)piperidin-3-amine